FC=1C=CC(=C(OCCNC(OC(C)(C)C)=O)C1)C tert-butyl (2-(5-fluoro-2-methylphenoxy)ethyl)carbamate